1-Heptyl-3-propylpyridinium fluorid [F-].C(CCCCCC)[N+]1=CC(=CC=C1)CCC